(Z)-3-(3-(hydroxymethyl)benzo[b][1,4]dithiin-2(3H)-ylidene)-4-oxobutanoic acid OCC/1SC2=C(S\C1=C(\CC(=O)O)/C=O)C=CC=C2